trichloro(chlorothio)methane ClC(SCl)(Cl)Cl